FC([C@H](OC1=NC=CC=C1)C)(F)F 2-[(1R)-2,2,2-trifluoro-1-methyl-ethoxy]Pyridine